(R)-1-(3-chlorophenyl)-N-((1-cyanopyrrolidin-3-yl)-methyl)-1H-1,2,3-triazole-4-carboxamide ClC=1C=C(C=CC1)N1N=NC(=C1)C(=O)NC[C@@H]1CN(CC1)C#N